CN(CCCN1N=CC(=C1)NC1=NC=C(C(=N1)NCCCN1C(COCCC1)=O)C(F)(F)F)C 4-(3-((2-((1-(3-(dimethylamino)propyl)-1H-pyrazol-4-yl)amino)-5-(trifluoromethyl)pyrimidin-4-yl)amino)propyl)-1,4-oxazepan-3-one